ClCC1=CC=C2N=C(C(NC2=C1F)=O)OC 7-(chloromethyl)-8-fluoro-3-methoxy-1H-quinoxalin-2-one